Fmoc-N-methyl-Phenyl-glycine C(=O)(OCC1C2=CC=CC=C2C2=CC=CC=C12)C(N(C)C1=CC=CC=C1)C(=O)O